CC=1C=CC=C2C(=CN=NC12)NC1=CC(=NC=C1)NC1=CC=C(C=C1)C1CCOCC1 N4-(8-methylcinnolin-4-yl)-N2-(4-(tetrahydro-2H-pyran-4-yl)phenyl)pyridine-2,4-diamine